pyridopyrimidinamine N1=C(N=CC2=C1C=CC=N2)N